C12CN(CC(O1)C2)C2=NN1C(NC(=C(C1=O)N1CCN(CC1)C(=O)OC(C)(C)C)CC)=N2 tert-butyl 4-(2-(6-oxa-3-azabicyclo[3.1.1]heptan-3-yl)-5-ethyl-7-oxo-4,7-dihydro-[1,2,4]triazolo[1,5-a]pyrimidin-6-yl)piperazine-1-carboxylate